[(2-fluorophenyl)methyl]-3-methylthieno[3,2-b]pyridin-7-amine dihydrochloride Cl.Cl.FC1=C(C=CC=C1)CC1=C(C2=NC=CC(=C2S1)N)C